C(C)(C)(C)OC(CC=1C=NN(C1)CCCCCCCC1=CC2=C(N(C(N2C)=O)C2C(NC(CC2)=O)=O)C=C1)=O (1-(7-(1-(2,6-dioxopiperidin-3-yl)-3-methyl-2-oxo-2,3-dihydro-1H-benzo[d]Imidazol-5-yl)heptyl)-1H-pyrazol-4-yl)acetic acid tert-butyl ester